O[C@@H](C(C(=O)OC)=C)C |r| racemic-methyl 3-hydroxy-2-methylene-butanoate